5-(4-chloro-2-fluorophenyl)-2-methyl-7-((2S)-2-(1-(3-oxetanyl)-1H-pyrazol-4-yl)-4-morpholinyl)pyrido[3,4-b]pyrazine ClC1=CC(=C(C=C1)C1=NC(=CC=2C1=NC=C(N2)C)N2C[C@@H](OCC2)C=2C=NN(C2)C2COC2)F